COC1=CC=C(C=N1)C1CC(=NN1C(CC)=O)C=1SC=C(C1)C (5-(6-Methoxypyridin-3-yl)-1-propionyl-4,5-dihydro-1H-pyrazol-3-yl)-4-methylthiophene